C(C)(C)(C)P(C1(C(C=CC=C1)(C)P(C1=NC=CC=C1)C(C)(C)C)C)C1=NC=CC=C1 1,2-di((tert-butyl)(2-pyridyl)phosphino)o-xylene